tert-butyl (4R)-4-(aminomethyl)-3,3-difluoropyrrolidine-1-carboxylate NC[C@H]1C(CN(C1)C(=O)OC(C)(C)C)(F)F